2-bromo-6-chloro-3-methylbenzeneboronic acid BrC1=C(C(=CC=C1C)Cl)B(O)O